1-(5-(4-Chlorophenyl)-1,4-dimethyl-1H-pyrrol-3-yl)-2-(4-hydroxypiperidin-1-yl)ethanone ClC1=CC=C(C=C1)C1=C(C(=CN1C)C(CN1CCC(CC1)O)=O)C